C(C(C)C)NC(=O)N1C2CN(CC1C2)C2=NC=C(C=C2)C2=C1C=NC=NC1=CC(=C2)C=2C=NN(C2)C N-isobutyl-3-(5-(7-(1-methyl-1H-pyrazol-4-yl)quinazolin-5-yl)pyridin-2-yl)-3,6-diazabicyclo[3.1.1]heptane-6-carboxamide